N-[(2,4-difluorophenyl)methyl]-7-(trifluoromethylsulfonyl)-1H-indazol-4-amine FC1=C(C=CC(=C1)F)CNC=1C=2C=NNC2C(=CC1)S(=O)(=O)C(F)(F)F